NC=1SC(=CN1)C(=O)NC1=C(C=C(C(=C1)C(NC1=NN(C=C1)C)=O)F)C 2-Amino-N-[4-fluoro-2-methyl-5-[(1-methylpyrazol-3-yl)carbamoyl]phenyl]-1,3-thiazole-5-carboxamide